1-(5-(benzyloxy)-6-(2-cyclopropylethoxy)pyridin-2-yl)-3-methylbutan-2-one C(C1=CC=CC=C1)OC=1C=CC(=NC1OCCC1CC1)CC(C(C)C)=O